FC(C[C@H](C(=O)NC1=NC=CC(=C1)C1=C(C=2C(=NC(=CN2)C)N1)C1=NC=CC=C1)C1=CC=C(C=C1)F)F (2S)-4,4-Difluoro-2-(4-fluorophenyl)-N-{4-[3-methyl-7-(pyridin-2-yl)-5H-pyrrolo[2,3-b]pyrazin-6-yl]pyridin-2-yl}butanamid